FC1=C(C(=O)N[C@H](C(F)(F)F)C)C=C(C(=C1)N1CC(C1)O)F 2,5-difluoro-4-(3-hydroxyazetidin-1-yl)-N-[(1S)-2,2,2-trifluoro-1-methyl-ethyl]benzamide